FC(CNC(=O)C1=CN=C2N1C=C(C=C2)C2=CNC1=NC(=CC=C12)CO)F N-(2,2-difluoroethyl)-6-(6-(hydroxymethyl)-1H-pyrrolo[2,3-b]pyridin-3-yl)imidazo[1,2-a]pyridine-3-carboxamide